5-((S)-2-amino-3,3-dimethylbutanamido)-2-methyl-N-((R)-1-(naphthalen-1-yl)ethyl)benzamide N[C@H](C(=O)NC=1C=CC(=C(C(=O)N[C@H](C)C2=CC=CC3=CC=CC=C23)C1)C)C(C)(C)C